C(=O)(O)[C@@H](CC=1C=C(OCCNC(CC=2C=C(C=CC2)C[C@H](C(=O)O)[C@@H]2CNCC2)=O)C=CC1)[C@@H]1CNCC1 (S)-3-(3-(2-((2-(3-((S)-2-carboxy-2-((R)-pyrrolidin-3-yl)ethyl)phenoxy)ethyl)amino)-2-oxoethyl)phenyl)-2-((R)-pyrrolidin-3-yl)propanoic acid